N1NC1 azaAziridine